tert-butyl ((3R,5S)-1-(5-chloro-4-((7-(2-chloroethoxy)-1-methyl-2-oxo-2,3-dihydro-1H-benzo[d]imidazol-5-yl)amino)pyrimidin-2-yl)-5-methylpiperidin-3-yl)carbamate ClC=1C(=NC(=NC1)N1C[C@@H](C[C@@H](C1)C)NC(OC(C)(C)C)=O)NC1=CC2=C(N(C(N2)=O)C)C(=C1)OCCCl